C(C1=CC=BC=C1)N1C=C(C2=CC(=CC=C12)C(=O)O)Cl 1-(4-borabenzyl)-3-chloro-1H-indole-5-carboxylic acid